I.C(CC1=CC=CC=C1)N phenethylamine hydriodide